FC1=C(C(=O)OCC#N)C=CC=C1 Cyanomethyl 2-fluorobenzoate